(4-oxo-3,4-dihydroquinazolin-7-yl)boronic acid O=C1NC=NC2=CC(=CC=C12)B(O)O